C1(=CC=CC=C1)N1C(=NN=C1SCC1=CC=C(C=C1)C(F)(F)F)CN1C2=CC=CC=C2C=2C=CC=CC12 9-((4-phenyl-5-((4-(trifluoromethyl)benzyl)thio)-4H-1,2,4-triazol-3-yl)methyl)-9H-carbazole